NC1=C(C(=CC=C1)C)NC=1C(=CC(=NC1)C(=O)OC)C methyl 5-((2-amino-6-methylphenyl) amino)-4-methylpyridinecarboxylate